6-((R)-3-aminopyrrolidin-1-yl)-N-((R)-1-(3-(difluoromethyl)-2-fluorophenyl)ethyl)-8-fluoroquinolin-4-amine N[C@H]1CN(CC1)C=1C=C2C(=CC=NC2=C(C1)F)N[C@H](C)C1=C(C(=CC=C1)C(F)F)F